FC1=C(C=CC(=C1)C1=NN(C=N1)C1=CC=C(C=C1)OC(F)(F)F)NC(=O)\N=C\1/SCC(N1C1=C(C=C(C=C1)C)C(C)OC)=O (Z)-1-(2-fluoro-4-(1-(4-(trifluoromethoxy)phenyl)-1H-1,2,4-triazol-3-yl)phenyl)-3-(3-(2-(1-methoxyethyl)-4-methylphenyl)-4-oxothiazolidin-2-ylidene)urea